C(C=C)C=1C(=C(C=CC1)C=1C=2N(C=CN1)C(=CN2)C)F 8-(3-allyl-2-fluoro-phenyl)-3-methyl-imidazo[1,2-a]pyrazine